N(C)CC(=O)OC(CCCCCCCCCCC)=O.[Na] Natrium Lauroyl Sarcosinate